N(N)[C@H]1[C@@H](CCC1)O |o1:2,3| (1R*,2R*)-2-hydrazinocyclopentanol